4-(2-(tert-butoxy)pyridin-4-yl)-2-(methylthio)pyrimidine C(C)(C)(C)OC1=NC=CC(=C1)C1=NC(=NC=C1)SC